C1(=CC=CC=C1)NC1=C(C=CC=C1)S(=O)(=O)C1=CC=C(C=C1)C(C(CCCCCC)=O)=O 1-[4-(phenylaminobenzenesulfonyl)phenyl]octane-1,2-dione